carbon triphenylbenzene C1(=CC=CC=C1)C=1C(=C(C=CC1)C1=CC=CC=C1)C1=CC=CC=C1.[C]